tert-butyl-4-amino-3-phenylpiperidine C(C)(C)(C)N1CC(C(CC1)N)C1=CC=CC=C1